N1N=C(C2=CC=CC=C12)C(=O)N1CC=2C(CC1)=C(N(N2)C)C2=CC=CC=C2 (1H-indazol-3-yl)(2-methyl-3-phenyl-2,4,5,7-tetrahydro-6H-pyrazolo[3,4-c]pyridin-6-yl)methanone